OC[C@H]([C@H](OCCOCCOCCOC)C)N1CCS(CC1)(=O)=O 4-((12R,13R)-14-hydroxy-12-methyl-2,5,8,11-tetraoxatetradecane-13-Yl)thiomorpholine 1,1-dioxide